FC(C=1N=C(OC1C=O)OCCC(F)(F)F)F (4-(difluoromethyl)-2-(3,3,3-trifluoropropoxy)oxazol-5-yl)methanone